C[C@H]1[C@H]([C@H]([C@@H]([C@@H](O1)O[C@@H]2[C@H]([C@H]([C@H](O[C@H]2O[C@@H]3[C@H]([C@@H](O[C@@H]([C@H]3O)CO)O[C@H]4[C@H]([C@@H]([C@H](O[C@@H]4OC[C@@H]5[C@H]([C@@H]([C@@H]([C@@H](O5)O[C@@H]6[C@H](O[C@H]([C@@H]([C@H]6O)NC(=O)C)O[C@@H]7[C@H](O[C@H]([C@@H]([C@H]7O)NC(=O)C)O)CO)CO)O)O[C@@H]8[C@H]([C@H]([C@@H]([C@H](O8)CO)O)O)O[C@H]9[C@@H]([C@H]([C@@H]([C@H](O9)CO)O)O[C@H]1[C@@H]([C@H]([C@H]([C@H](O1)CO)O)O[C@@H]1[C@@H]([C@H]([C@H]([C@H](O1)CO)O)O)NC(=O)C)O[C@H]1[C@H]([C@@H]([C@@H]([C@@H](O1)C)O)O)O)NC(=O)C)O)CO)O)O)NC(=O)C)CO)O)O[C@@H]1[C@@H]([C@H]([C@H]([C@H](O1)CO)O)O)NC(=O)C)O)O)O The molecule is an amino oligosaccharide that is a tridecasaccharide derivative in which two pentasaccharide branches, each formed from N-acetyl-alpha-D-galactosaminyl-(1->3)-[alpha-L-fucosyl-(1->2)]-beta-D-galactosyl-(1->3)-N-acetyl-beta-D-glucosaminyl-(1->2)-alpha-D-mannose, are linked (1->3) and (1->6) to the mannose residue of a trisaccharide chain consisting of mannose and two N-acetylglucosamine residues all linked beta(1->4) with a beta-configuration of the anomeric carbon of the N-acetylglucosamine residue at the reducing end. It has a role as an epitope. It is an amino oligosaccharide and a glucosamine oligosaccharide.